CC1=C(C2=C(N=N1)SC1=C2N=CN=C1NC1CC2(CN(C2)C(=O)C2CCOCC2)C1)C [6-[(3,4-dimethylpyrimidino[4',5':4,5]thieno[2,3-c]pyridazin-8-yl)amino]-2-azaspiro[3.3]hept-2-yl]-tetrahydropyran-4-yl-methanone